(3-carboxypropyl)trimethylamine C(=O)(O)CCCCN(C)C